BrCCCC1(OCCO1)C 2-(3-bromopropyl)-2-methyl-1,3-dioxolane